2-[2-(6,6-Dimethyl-1,4,5,7-tetrahydroindazol-3-yl)-1H-indole-6-carbonyl]-2,6-diazaspiro[3.4]octane-6-carboxylic acid tert-butyl ester C(C)(C)(C)OC(=O)N1CC2(CN(C2)C(=O)C2=CC=C3C=C(NC3=C2)C2=NNC=3CC(CCC23)(C)C)CC1